CN1C=NC=2N=CN(C(C12)=O)CC1=NC(=NO1)C1[C@H]2CN(C[C@@H]12)C1=CC(=CC=C1)F 7-methyl-1-[[3-[(1R,5S,6R)-3-(3-fluorophenyl)-3-azabicyclo[3.1.0]hex-6-yl]-1,2,4-oxadiazol-5-yl]methyl]purin-6-one